C(C1=CC=CC=C1)[C@@]1([C@@H]([C@@H](OCC2=CC=CC=C2)[C@@H](OCC2=CC3=CC=CC=C3C=C2)[C@@H](O1)C(=O)[O-])N(C(C)=O)C(C)=O)O[C@@H]1[C@H]([C@H](OCC=C)O[C@@H]([C@@H]1N=[N+]=[N-])C)NC(C(Cl)(Cl)Cl)=O Allyl (benzyl 3-O-benzyl-2-deoxy-2-(N,N-diacetyl)amino-4-O-(2-naphthylmethyl)-α-L-altropyranosyluronate)-(1→3)-4-azido-2,4,6-trideoxy-2-trichloroacetamido-β-D-galactopyranoside